C(C)(C)(C)OC(=O)N1C[C@@H](CC1)O (R)-3-hydroxypyrrolidine-1-carboxylic acid tert-butyl ester